[Na+].C(CCCCCCCCCCCCCCCCC)(=O)[O-].[Na+].C(CCCCCCCCCCCCCCCCC)(=O)[O-] sodium stearate, sodium salt